4-methylpyridine-carboxamide CC1=CC(=NC=C1)C(=O)N